tert-butyl 4-[4-[3-cyano-4-(trifluoromethylsulfonyloxy)pyrazolo[1,5-a]pyridin-6-yl]pyrazol-1-yl]piperidine-1-carboxylate C(#N)C=1C=NN2C1C(=CC(=C2)C=2C=NN(C2)C2CCN(CC2)C(=O)OC(C)(C)C)OS(=O)(=O)C(F)(F)F